4-(2-benzoyl-2,3,4,9-tetrahydro-1H-β-carbolin-9-ylmethyl)-N-hydroxybenzoamide C(C1=CC=CC=C1)(=O)N1CC=2N(C3=CC=CC=C3C2CC1)CC1=CC=C(C(=O)NO)C=C1